O=C([C@H](C[C@H]1C(NCC1)=O)NC(=O)[C@H]1N(CC2(CC2)C1)C(C(NC1=C(C=CC=C1)C(F)(F)F)=O)=O)COC(F)(F)F (S)-N-((S)-3-oxo-1-((S)-2-oxopyrrolidin-3-yl)-4-(trifluoromethoxy)butan-2-yl)-5-(2-oxo-2-((2-(trifluoromethyl)phenyl)amino)acetyl)-5-azaspiro[2.4]heptane-6-carboxamide